methyl 6-(difluoromethoxy)spiro[3.3]heptane-2-carboxylate FC(OC1CC2(CC(C2)C(=O)OC)C1)F